C(C)OC(C(C)N1N=C(N=C1C)C)=O (3,5-dimethyl-1H-1,2,4-triazol-1-yl)propionic acid ethyl ester